O=C1[C@@H]2CC[C@H](C1)N2C(=O)OC(C)(C)C tert-butyl (1S,4R)-2-oxo-7-azabicyclo[2.2.1]heptane-7-carboxylate